C(C)(C)(C)C1=CC(=NC=N1)N[C@H](C(=O)O)CCN(CCCCC1=NC=2NCCCC2C=C1)C[C@@H](COC)F (S)-2-((6-(tert-butyl)pyrimidin-4-yl)amino)-4-(((S)-2-fluoro-3-methoxypropyl)(4-(5,6,7,8-tetrahydro-1,8-naphthyridin-2-yl)butyl)amino)butanoic acid